CC1=CC=C(C=C1)S(=O)(=O)OCC1CCC(CC1)C(N(C)C)=O ((1r,4r)-4-(Dimethyl-carbamoyl)cyclohexyl)methyl 4-methylbenzenesulfonate